C(#N)C=1C(=CC(=C(C1)NC(C)=O)OC)[N+](=O)[O-] N-(5-cyano-2-methoxy-4-nitrophenyl)acetamide